ClC=1C=NN(C(C1NCC1=CC=C(C=C1)OC)=O)CC(=O)OCC ethyl 2-[4-chloro-5-[(4-methoxyphenyl) methylamino]-6-oxo-pyridazin-1-yl]acetate